C1(CC1)C=1C(=C2C(=NC1CC)CCC2)NC(=O)N=S(=O)(N)C=2SC=C(C2)C(C)(C)O N'-((3-cyclopropyl-2-ethyl-6,7-dihydro-5H-cyclopenta[b]pyridin-4-yl)carbamoyl)-4-(2-hydroxypropan-2-yl)thiophene-2-sulfonimidamide